(R)-3-(3,4-dimethoxyphenyl)-3-(4-(4-(5,6,7,8-tetrahydro-1,8-naphthyridin-2-yl)butyl)thiazol-2-yl)propionic acid COC=1C=C(C=CC1OC)[C@@H](CC(=O)O)C=1SC=C(N1)CCCCC1=NC=2NCCCC2C=C1